5,7-Dihydroxy-4-methyl-1(3H)-isobenzofuranone OC=1C(=C2COC(C2=C(C1)O)=O)C